ClC1=C2N=C(N(C2=NC=N1)C1=CC=CC2=CC=CC=C12)C1=CC=CC2=CC=CC=C12 6-chloro-8,9-bis(naphthalen-1-yl)-9H-purine